CC1N2CCCC(NCCNCCNCCC1CC1=C(C(=C(C=C1)F)F)F)C2 methyl-3-(2,3,4-trifluorobenzyl)-1,6,9,12-tetraazabicyclo[11.3.1]heptadecane